C=C(C1=CC=CC=C1)P(O)(=O)O alpha-styrenephosphonic acid